COC=1C=C(C=CC1N1N=C(C=2C=NC(=CC21)NC2=NC=CN=C2OC)NCCN2CCCCC2)NS(=O)(=O)CCC N-(3-methoxy-4-(6-((3-methoxypyrazin-2-yl)amino)-3-((2-(piperidin-1-yl)ethyl)amino)-1H-pyrazolo[4,3-c]pyridin-1-yl)phenyl)propane-1-sulfonamide